1,4-bis(4-amino-2-methylphenoxy)-2,3,5-trimethylbenzene NC1=CC(=C(OC2=C(C(=C(C(=C2)C)OC2=C(C=C(C=C2)N)C)C)C)C=C1)C